diaminophenylphenanthridine NC=1C(=C(C2=C3C=CC=CC3=CN=C2C1)C1=CC=CC=C1)N